Lithium butoxycarbonyl-4-(trifluoromethoxy)phenylsulfonamide C(CCC)OC(=O)NS(=O)(=O)C1=CC=C(C=C1)OC(F)(F)F.[Li]